1,4,8,11,14,18,23,27-Octaazapentacyclo[9.9.9.24,8.214,18.223,27]pentatriacontane-6,16,25-triol N12CCN3CC(CN(CCN(CCN4CC(CN(CC1)CC4)O)CCN4CC(CN(CC2)CC4)O)CC3)O